2-(2-(1,1-Difluoroethyl)imidazo[2,1-b][1,3,4]thiadiazol-6-yl)-4-((2-phenylthiazol-4-yl)methoxy)furo[3,2-c]pyridine FC(C)(F)C1=NN2C(S1)=NC(=C2)C2=CC=1C(=NC=CC1O2)OCC=2N=C(SC2)C2=CC=CC=C2